ClC1=CC=C(CC2C(N(CC2)C=2C=CC3=C(C2)COC2=CN=CC=C23)=O)C=C1 3-(4-chlorobenzyl)-1-(6H-isochromeno[3,4-c]pyridin-8-yl)pyrrolidin-2-one